(1R,4R)-4-((5-(1-(2-fluoroethyl)-1H-benzo[d][1,2,3]triazol-6-yl)-4-methoxypyrrolo[2,1-f][1,2,4]triazin-2-yl-7-d)amino)-1-methylcyclohexan-1-ol FCCN1N=NC2=C1C=C(C=C2)C=2C=C(N1N=C(N=C(C12)OC)NC1CCC(CC1)(O)C)[2H]